FC1(C(=C(C(=C1C1=CC=CC=C1)F)F)F)F pentafluorophenyl-cyclopentadiene